methyl (5S)-5-(tert-butoxycarbonylamino)-2-(cyclopropanecarbonylamino)-4,5,6,7-tetrahydrobenzothiophene-3-carboxylate C(C)(C)(C)OC(=O)N[C@H]1CCC2=C(C(=C(S2)NC(=O)C2CC2)C(=O)OC)C1